4-iodo-1-propan-2-ylpyrazole IC=1C=NN(C1)C(C)C